oxyperoxide O1OO1